N-(1-ethyl-3-phenyl-1H-pyrazol-5-yl)-3,3-dimethylbutanamide C(C)N1N=C(C=C1NC(CC(C)(C)C)=O)C1=CC=CC=C1